trans-4-(hydroxymethyl)-N-(6-(5-methyl-1,3,4-thiadiazol-2-yl)isoquinolin-3-yl)cyclohexane-1-carboxamide OC[C@@H]1CC[C@H](CC1)C(=O)NC=1N=CC2=CC=C(C=C2C1)C=1SC(=NN1)C